2-[[5-(cyclopropylmethylsulfanyl)-6-[7-methyl-3-(trifluoromethyl)imidazo[4,5-c]pyridazin-6-yl]-3-pyridinyl]oxy]-2-methyl-propionitrile C1(CC1)CSC=1C=C(C=NC1C1=NC2=C(N=NC(=C2)C(F)(F)F)N1C)OC(C#N)(C)C